tert-Butyl 2-((5-cyclopropyl-3-(2,6-dichlorophenyl)isoxazol-4-yl)amino)-7-azaspiro[3.5]nonane-7-carboxylate C1(CC1)C1=C(C(=NO1)C1=C(C=CC=C1Cl)Cl)NC1CC2(C1)CCN(CC2)C(=O)OC(C)(C)C